C[Si](CCOCN1C2=NC=3COCCN(C3C=C2C=C1)C1=C(C(=O)O)C=CC=C1)(C)C 2-(4-[[2-(trimethylsilyl)ethoxy]methyl]-13-oxa-2,4,10-triazatricyclo[7.5.0.0^3,7]tetradec-1(9),2,5,7-tetraen-10-yl)benzoic acid